(4S)-5,5-difluoro-1-[2-(furan-3-yl)ethyl]-3-(trifluoromethyl)-1H,4H,5H,6H-cyclopenta[c]pyrazol-4-ol FC1([C@H](C2=C(N(N=C2C(F)(F)F)CCC2=COC=C2)C1)O)F